C1(CC1)C1=C(C=NN1C1=C2C=CN=CC2=CC=C1)C(=O)O 5-cyclopropyl-1-(isoquinolin-5-yl)-1H-pyrazole-4-carboxylic acid